2-amino-N-[3-[[3-(2-chloro-5-methoxyanilino)quinoxalin-2-yl]sulfamoyl]phenyl]-2-methylpropanamide NC(C(=O)NC1=CC(=CC=C1)S(NC1=NC2=CC=CC=C2N=C1NC1=C(C=CC(=C1)OC)Cl)(=O)=O)(C)C